O1CCC(=CC1)C1=CC=2N(N=C1)C=C(C2)C(=O)OC methyl 3-(3,6-dihydro-2H-pyran-4-yl)pyrrolo[1,2-b]pyridazine-6-carboxylate